2-(1-((2-acetamidothiazol-5-yl)methyl)piperidin-4-ylidene)-N-cyclohexylacetamide C(C)(=O)NC=1SC(=CN1)CN1CCC(CC1)=CC(=O)NC1CCCCC1